[Ir].[K] Potassium iridium